C(#N)C1=CC=C(C(=O)NC=2SC=C(C2C(=O)O)C2CC3=CC=CC=C3CC2)C=C1 2-[(4-cyanobenzoyl)amino]-4-tetrahydronaphthalen-2-yl-thiophene-3-carboxylic acid